BrC=1C=CC(=C(C(=O)O)C1)C(C)(C)C(=O)O 5-bromo-2-(2-carboxypropan-2-yl)benzoic acid